3-[[1-methyl-6-(trifluoromethyl)indole-3-carbonyl]amino]-1H-indole-5-carboxylic acid CN1C=C(C2=CC=C(C=C12)C(F)(F)F)C(=O)NC1=CNC2=CC=C(C=C12)C(=O)O